C[C@H]1CN(CCN1C)C(=O)C1=C(C=C(C=C1)[N+](=O)[O-])C (S)-(3,4-dimethylpiperazin-1-yl)(2-methyl-4-nitrophenyl)methanone